3,5,7-Triphenylnonamethylpentasiloxane C1(=CC=CC=C1)[Si](O[Si](C)(C)C)(O[Si](O[Si](O[Si](C)(C)C)(C1=CC=CC=C1)C)(C1=CC=CC=C1)C)C